aluminum sulfate, potassium salt [K+].S(=O)(=O)([O-])[O-].[Al+3].S(=O)(=O)([O-])[O-]